tert-butyl-[[1-(5-chloropent-1-ynyl)cyclobutyl]methoxy]-dimethyl-silane C(C)(C)(C)[Si](C)(C)OCC1(CCC1)C#CCCCCl